FC(C(=O)NC=1C(=C(C=CC1F)NC(C1=CC=C(C=C1)F)=O)F)F N-(3-(2,2-difluoroacetamido)-2,4-difluorophenyl)-4-fluorobenzamide